ClC1=C(C(=O)NC=2C(=NNC2)C(=O)NC2CCN(CC2)CCCCCCCCCCC=2N=NN(C2)CCCOC2=C3C(N(C(C3=CC=C2)=O)C2C(NC(CC2)=O)=O)=O)C(=CC=C1)Cl 4-(2,6-dichlorobenzamido)-N-(1-(10-(1-(3-((2-(2,6-dioxopiperidin-3-yl)-1,3-dioxoisoindolin-4-yl)oxy)propyl)-1H-1,2,3-triazol-4-yl)decyl)piperidin-4-yl)-1H-pyrazole-3-carboxamide